(S)-6-(2-(4-(4-chlorophenyl)-2,3,9-trimethyl-6H-thieno[3,2-f][1,2,4]triazolo[4,3-a][1,4]diazepin-6-yl)acetamido)-N-hydroxyhexanamide ClC1=CC=C(C=C1)C1=N[C@H](C=2N(C3=C1C(=C(S3)C)C)C(=NN2)C)CC(=O)NCCCCCC(=O)NO